3-(difluoromethyl)-1-(2-(2-methyl-2H-pyrazolo[3,4-b]pyridin-5-yl)-6-quinolinyl)cyclobutanol FC(C1CC(C1)(O)C=1C=C2C=CC(=NC2=CC1)C1=CC=2C(N=C1)=NN(C2)C)F